2-isopropyl-4-methoxy-1H-imidazo[4,5-c]pyridine C(C)(C)C=1NC2=C(C(=NC=C2)OC)N1